N'-(2-chloro-4-((3,4-dimethoxyphenyl)(methyl)amino)-5-methylphenyl)-N-ethyl-N-methylformimidamide ClC1=C(C=C(C(=C1)N(C)C1=CC(=C(C=C1)OC)OC)C)N=CN(C)CC